6-(4-methoxyphenyl)-2-(3-(trifluoromethyl)benzyl)pyridazin-3(2H)-one COC1=CC=C(C=C1)C=1C=CC(N(N1)CC1=CC(=CC=C1)C(F)(F)F)=O